(2R)-2-(6-{5-Chloro-2-[(oxan-4-yl)amino]pyrimidin-4-yl}-1-oxo-2,3-dihydro-1H-isoindol-2-yl)-N-[(1S)-1-[2-(dimethylamino)-5-fluoropyridin-4-yl]-2-hydroxyethyl]propanamid ClC=1C(=NC(=NC1)NC1CCOCC1)C1=CC=C2CN(C(C2=C1)=O)[C@@H](C(=O)N[C@H](CO)C1=CC(=NC=C1F)N(C)C)C